anti-DIMETHYLTRYPTAMINE CN(CCC1=CNC2=CC=CC=C12)C